ClC1=NC=C(C=C1)[S@@](=O)C (S)-2-chloro-5-(methylsulfinyl)pyridine